BrC(C(=O)C1=CC(=C(C=C1)C)OC(C)C)CC(C)C 2-bromo-1-(3-isopropoxy-4-methylphenyl)-4-methylpentan-1-one